C1(CCCCC1)[C@@H]1C[C@H](NC1)C(=O)O (2S,4S)-4-cyclohexyl-L-proline